(3R)-1-(7-(5-cyclopropyl-6-fluoro-1H-indazol-4-yl)-8-fluoro-2-(((2R,7aS)-2-fluorotetrahydro-1H-pyrrolizin-7a(5H)-yl)methoxy)pyrido[4,3-d]pyrimidin-4-yl)-3-methylpiperidin-3-ol C1(CC1)C=1C(=C2C=NNC2=CC1F)C1=C(C=2N=C(N=C(C2C=N1)N1C[C@@](CCC1)(O)C)OC[C@]12CCCN2C[C@@H](C1)F)F